tert-butyl 6-(6-methoxy-3-pyridyl)-3-methyl-3,4-dihydro-2H-pyridine-1-carboxylate COC1=CC=C(C=N1)C1=CCC(CN1C(=O)OC(C)(C)C)C